C1(CCC1)CNCC=1C=CC=2N(C1)C=C(N2)CNC(=O)C=2N=C1C(=NC2)NC=C1 N-[(6-{[(cyclobutylmethyl)amino]methyl}imidazo[1,2-a]pyridin-2-yl)methyl]-5H-pyrrolo[2,3-b]pyrazine-2-carboxamide